FC(C1=NC=C(C(=C1)C1=CC(=NC=C1C(=O)OCC1=CC=CC=C1)C1=NC=CC=C1)OC)F Benzyl 2''-(difluoromethyl)-5''-methoxy-[2,2':4',4''-terpyridine]-5'-carboxylate